(S)-6-((1,4-dioxan-2-yl)methoxy)-3-ethyl-2-(4-phenylbutyl)pyridin-4-ol O1[C@@H](COCC1)COC1=CC(=C(C(=N1)CCCCC1=CC=CC=C1)CC)O